BrC=1C2=C(SC1)C=CC=C2 3-bromobenzo[3,2-B]thiophene